6-Mercapto-2-oxo-4-thiophen-2-yl-1,2-dihydro-pyridine-3,5-dicarbonitrile SC1=C(C(=C(C(N1)=O)C#N)C=1SC=CC1)C#N